C[Si](CCOCN1C=NC2=C1C=CC=C2C=2C=NC=CC2N)(C)C 3-[1-(2-trimethylsilylethoxymethyl)-benzimidazol-4-yl]pyridin-4-amine